tridecyl 4-bromobutyrate BrCCCC(=O)OCCCCCCCCCCCCC